3-(trifluoromethyl)isoxazole-5-carboxylic acid FC(C1=NOC(=C1)C(=O)O)(F)F